COC([C@@H](NC=1C(C2=CC=CC(=C2C(C1)=O)O)=O)CO)=O (5-Hydroxy-1,4-dioxo-1,4-dihydronaphthalen-2-yl)-L-serine methyl ester